C1(=CC=C(C=C1)N(C1=CC=2C3(C4=CC=CC=C4C2C=C1)C1=CC=CC=C1C=1C=CC=CC13)C1=CC=C(C=C1)C1=CC=CC=C1)C1=CC=CC=C1 N,N-bis([1,1'-biphenyl]-4-yl)-9,9'-spirobi[9H-fluorene]-2-amine